2-(2,2-Diphenylacetyl)piperidine-1-carboxylic acid tert-butyl ester C(C)(C)(C)OC(=O)N1C(CCCC1)C(C(C1=CC=CC=C1)C1=CC=CC=C1)=O